(1-((1-(2,2-dimethyl-1,3-dioxolan-4-yl)cyclopropyl)sulfonyl)cyclopropyl)methanol CC1(OCC(O1)C1(CC1)S(=O)(=O)C1(CC1)CO)C